OC=1CCN(C(C1C(NC1=C(C=CC=C1)OC(F)(F)F)=S)=O)C(=O)OC(C)(C)C Tert-butyl 4-hydroxy-6-oxo-5-{[2-(trifluoromethoxy)phenyl]carbamothioyl}-3,6-dihydropyridine-1(2H)-carboxylate